dibromo-1,1'-diethyl-4,4'-bipyridine BrC1=C(N(C=CC1=C1C=CN(C=C1)CC)CC)Br